ClC1=C(C=CC(=C1)F)[C@@H]1COCCCN1C1=NC(=NC(=C1)C)N |r| (±)-4-[3-(2-Chloro-4-fluoro-phenyl)-1,4-oxazepan-4-yl]-6-methyl-pyrimidin-2-amine